1-(5-chloropyridin-3-yl)ethan-1-one ClC=1C=C(C=NC1)C(C)=O